N-[3-(3,4-dihydro-3-oxo-1(2H)-quinoxalinyl)-3-oxopropyl]-acetamide O=C1CN(C2=CC=CC=C2N1)C(CCNC(C)=O)=O